C1(C=CC=C1)[Pt](C)(C)C (cyclopentadienyl)trimethylplatinum